ClC1=CC=C(C=C1)NC(\C=C(/C1=CC=CC=C1)\F)=O (E)-N-(4-chlorophenyl)-3-fluoro-3-phenylacrylamide